n-butyl methyl ether COCCCC